FC1=CC=C(C=C1)N1N=C(C2=CC=CC=C2C1=O)C=1C=C(C=CC1)NS(=O)(=O)C(C)C N-(3-(3-(4-fluorophenyl)-4-oxo-3,4-dihydrophthalazin-1-yl)phenyl)propan-2-sulfonamide